C(C=C)OC(=O)NCC1(CN(C1)C[C@@H](CNC([C@H](CCCCNC(OC(C)(C)C)=O)N)=O)O)O Tert-butyl N-[(5S)-6-[[(2R)-3-[3-[(allyloxycarbonylamino)methyl]-3-hydroxy-azetidin-1-yl]-2-hydroxy-propyl]amino]-5-amino-6-oxohexyl]carbamate